2-(3,4-dimethoxyphenyl)-7-{[2-(methylamino)ethyl]amino}-4H-pyrido[1,2-a]pyrimidin-4-one COC=1C=C(C=CC1OC)C=1N=C2N(C(C1)=O)C=C(C=C2)NCCNC